ClC1=CC2=C(C=N1)[C@@](C(N2)=O)(C)C2=C(C=CC(=C2)Cl)OC (3S)-6-chloro-3-(5-chloro-2-methoxyphenyl)-3-methyl-1H-pyrrolo[3,2-c]pyridin-2(3H)-one